(R)-N-((3aS,6aR,E)-2-Benzylhexahydrocyclopenta[c]pyrrol-4(1H)-ylidene)-2-methylpropane-2-sulfinamide C(C1=CC=CC=C1)N1C[C@H]2[C@@H](C1)\C(\CC2)=N\[S@](=O)C(C)(C)C